ethyl 3-[3-chloro-4-(1,4-dioxaspiro[4.5]decan-8-yl)phenyl]-2-methyl-propanoate ClC=1C=C(C=CC1C1CCC2(OCCO2)CC1)CC(C(=O)OCC)C